C(CCCC)OC(CCCN(CC(=O)N1CCN(CC1)C(CN(CCN(CCCC(OCCCCC)=O)CCCCCCCCC)CCCCCCCCC)=O)CCCCCCCCC)=O Pentyl-4-(nonyl(2-(4-(N-nonyl-N-(2-(nonyl(4-oxo-4-(pentyloxy)butyl)amino)ethyl)glycyl)piperazin-1-yl)-2-oxoethyl)amino)butanoate